FC1([C@@H](CN2C(N(C=C21)C2=NOC1=C2C(=NC(=C1)C)C1=C(C=C(C=C1F)F)F)=O)NS(=O)(=O)C1CC1)F N-{(6R)-7,7-difluoro-2-[6-methyl-4-(2,4,6-trifluorophenyl)[1,2]oxazolo[4,5-c]pyridin-3-yl]-3-oxo-2,5,6,7-tetrahydro-3H-pyrrolo[1,2-c]imidazol-6-yl}cyclopropanesulfonamide